C1[C@H]2C=C[C@@H]1NC2=O (1R)-(-)-2-azabicyclo[2.2.1]Hept-5-en-3-one